2-((3-(((R)-1-acetyl-2,2-dimethylazetidin-3-yl)oxy)-1-methyl-1H-pyrazol-4-yl)amino)-7-((3R,4R)-4-methyltetrahydrofuran-3-yl)-7H-pyrrolo[2,3-d]pyrimidine-6-carbonitrile C(C)(=O)N1C([C@@H](C1)OC1=NN(C=C1NC=1N=CC2=C(N1)N(C(=C2)C#N)[C@H]2COC[C@@H]2C)C)(C)C